CC(=CCN(C=1C=C2C=CC(=CC2=CC1)/C=C/C1=CC=[N+](C=C1)CCCS(=O)(=O)[O-])CC=C(C)C)C (E)-3-(4-(2-(6-(bis(3-methylbut-2-en-1-yl)amino)naphthalen-2-yl)vinyl)pyridin-1-ium-1-yl)propane-1-sulfonate